1-benzyl-3-(3,4-dichlorophenyl)-1-(1-(2-fluoroethyl)piperidin-4-yl)urea C(C1=CC=CC=C1)N(C(=O)NC1=CC(=C(C=C1)Cl)Cl)C1CCN(CC1)CCF